piperidine-1-Carboxylic acid isopropyl ester C(C)(C)OC(=O)N1CCCCC1